[N+](=O)([O-])C=1C=C2C(=NN(C2=CC1)C1OCCCC1)[C@H]1C(C1)C1=CC=CC=C1 5-nitro-3-((1R)-2-phenylcyclopropyl)-1-(tetrahydro-2H-pyran-2-yl)-1H-indazole